Cl.N1C[C@@H](CCC1)NC1=NN=C(C2=CC=CC=C12)C1=C(C=C(C=C1)C(F)(F)F)O 2-[4-[[(3R)-3-Piperidyl]amino]phthalazin-1-yl]-5-(trifluoromethyl)phenol hydrochloride